(E)-3-(4-((6-Hydroxy-2-(2-methylbenzoyl)benzo[b]thiophen-3-yl)oxy)phenyl)acrylic acid OC=1C=CC2=C(SC(=C2OC2=CC=C(C=C2)/C=C/C(=O)O)C(C2=C(C=CC=C2)C)=O)C1